OCC=1C=NC=2C3=C(C(NC2C1)=O)C=CO3 7-(Hydroxymethyl)furo[3,2-c][1,5]naphthyridin-4(5H)-one